methyl 3,4-dihydro-2H-1,4-benzoxazine-7-carboxylate O1CCNC2=C1C=C(C=C2)C(=O)OC